CN1CCC(CC1)N1C(NCC2=C3C(=CC=C12)SC(=N3)C#N)=O 6-(1-methylpiperidin-4-yl)-7-oxo-8H,9H-[1,3]thiazolo[4,5-f]quinazoline-2-carbonitrile